2-(6-methylpyrimidin-4-yl)tetrahydro-4H-pyran-4-one CC1=CC(=NC=N1)C1OCCC(C1)=O